C(C)(C)C1=CC=NC=2N1N=CC2 7-Isopropylpyrazolo[1,5-a]pyrimidine